2-[5-amino-2-(4,4-difluoropiperidin-1-yl)pyridin-3-yl]ethanol NC=1C=C(C(=NC1)N1CCC(CC1)(F)F)CCO